3,5-di-tert-butyl-4-hydroxy-phenylpropionyl chloride C(C)(C)(C)C=1C=C(C=C(C1O)C(C)(C)C)CCC(=O)Cl